C1[C@@H]2[C@H]([C@H]([C@@H](O2)N3C=CC(=NC3=O)N)O)OP(=O)(O1)O The molecule is a 3',5'-cyclic pyrimidine nucleotide having cytosine as the nucleobase. It has a role as a human metabolite. It is a conjugate acid of a 3',5'-cyclic CMP(1-).